CN1N=C(C(=C1)NC=1N=CC2=C(N1)N(C(=C2)C#N)[C@H]2COC[C@H]2C)OC2COC2 2-((1-methyl-3-(oxetan-3-yloxy)-1H-pyrazol-4-yl)amino)-7-((3R,4S)-4-methyltetrahydrofuran-3-yl)-7H-pyrrolo[2,3-d]pyrimidine-6-carbonitrile